2-(4-bromophenyl)-2-oxoethyl 4-(propionyloxy)pentanoate C(CC)(=O)OC(CCC(=O)OCC(=O)C1=CC=C(C=C1)Br)C